FC(CO)(CN1[C@@H](C2=CC=C3C(=C2C[C@H]1C)C=NN3)C3=NC=C(C=C3F)OC3CN(C3)CCCF)F 2,2-difluoro-3-((6S,8R)-6-(3-fluoro-5-((1-(3-fluoropropyl)azetidin-3-yl)oxy)pyridin-2-yl)-8-methyl-3,6,8,9-tetrahydro-7H-pyrazolo[4,3-f]isoquinolin-7-yl)propan-1-ol